F[C@H]1[C@H](O[C@H]([C@@H]1O)CO)N1C(NC(C(=C1)C)=O)=O 1-[(2S,3R,4S,5S)-3-fluoro-4-hydroxy-5-(hydroxymethyl)tetrahydrofuran-2-yl]-5-methyl-pyrimidine-2,4-dione